[O-]S(=O)(=O)C(F)(F)F.C(CCCCCCCCCC)[N+]1(CCCC1)CCC 1-undecyl-1-propylpyrrolidinium triflate salt